3-(4-((4-(2-((adamantan-1-yl)amino)ethyl)benzyl)amino)phenyl)piperidine-2,6-dione C12(CC3CC(CC(C1)C3)C2)NCCC2=CC=C(CNC3=CC=C(C=C3)C3C(NC(CC3)=O)=O)C=C2